rac-(1R,2S,6R)-2-(4-bromophenyl)-4,4-difluoro-6-((2-fluoro-4-(trifluoromethyl)phenyl)carbamoyl)cyclohexane-1-carboxylic acid BrC1=CC=C(C=C1)[C@@H]1[C@H]([C@@H](CC(C1)(F)F)C(NC1=C(C=C(C=C1)C(F)(F)F)F)=O)C(=O)O |r|